C(C)(=O)C1=NN(C2=CC=C(C=C12)C=1C=NC(=NC1)C)CC(=O)N1[C@@H]2C[C@@]2(C[C@H]1C(=O)NC1=NC(=CC=C1COC)Br)COC (1R,3S,5S)-2-(2-(3-acetyl-5-(2-methylpyrimidin-5-yl)-1H-indazol-1-yl)acetyl)-N-(6-bromo-3-(methoxymethyl)pyridin-2-yl)-5-(methoxymethyl)-2-azabicyclo[3.1.0]hexane-3-carboxamide